CC1=CC=NC=2N=CN(C(C21)=O)CC(=O)NN 2-[5-methyl-4-oxo-3H,4H-pyrido[2,3-d]pyrimidin-3-yl]acethydrazide